CC1(C(C(C1(C)C)O)C)O 1,2,4,4-tetramethyl-1,3-cyclobutanediol